Kalium hypophosphit [PH2](=O)[O-].[K+]